Cl.ClC1=CC=CC=2C3=C4C(CCNC4CC21)=CC(=C3)O 8-chloro-5,6,6a,7-tetrahydro-4H-dibenzo[de,g]quinolin-2-ol hydrochloride